FC1=C(N=CC2=C1N=C(N=C2N2CC1CCC(C2)N1C(=O)OC(C)(C)C)OCC=O)C1=CC(=CC2=CC=CC(=C12)C#C[Si](C(C)C)(C(C)C)C(C)C)O tert-butyl 3-[8-fluoro-7-[3-hydroxy-8-(2-triisopropylsilylethynyl)-1-naphthyl]-2-(2-oxoethoxy)pyrido[4,3-d]pyrimidin-4-yl]-3,8-diazabicyclo[3.2.1]octane-8-carboxylate